((2-oxopropionyl)oxy)but-2-ynoic acid-4-d O=C(C(=O)OC(C#CC(=O)O)[2H])C